NC=1C=CC(=C(C1)S(=O)(=O)N=CN(C)C)C=1C=NC=C(C1)C(F)(F)F 5-Amino-N-[(dimethylamino)methylene]-2-[5-(trifluoromethyl)pyridin-3-yl]-benzenesulfonamide